6-chloro-4-methylbenzo[d]thiazol ClC1=CC2=C(N=CS2)C(=C1)C